N-{2-[(2-{[4-(4-methylpiperazin-1-yl)phenyl]amino}thieno[3,2-d]pyrimidin-4-yl)amino]phenyl}prop-2-enamide CN1CCN(CC1)C1=CC=C(C=C1)NC=1N=C(C2=C(N1)C=CS2)NC2=C(C=CC=C2)NC(C=C)=O